NC1=C(C(=CC=C1)F)C=1C(=CC2=C(N(C(N=C2N2[C@@H](CN(C[C@H]2C)C(C=C)=O)C)=O)C=2C(=NC=CC2C)C(C)C)N1)Cl (M)-7-(2-amino-6-fluorophenyl)-6-chloro-4-((2R,6R)-2,6-dimethyl-4-(2-propenoyl)-1-piperazinyl)-1-(4-methyl-2-(2-propanyl)-3-pyridinyl)pyrido[2,3-d]pyrimidin-2(1H)-one